(R)-5-fluoro-3-(4-(methoxymethoxy)benzofuran-5-yl)-4-methyl-7-(1-methylpiperidin-3-yl)-7H-pyrrolo[2,3-c]pyridazine FC1=CN(C=2N=NC(=C(C21)C)C=2C=CC1=C(C=CO1)C2OCOC)[C@H]2CN(CCC2)C